ClC=1C(=NC(=NC1)NC1=NN(N=C1)C)C=1C=C2C(N([C@@H](C2=CC1)C)CC(=O)N[C@H](CO)C1=CC(=CC(=C1)OC)F)=O 2-[(1R)-5-{5-chloro-2-[(2-methyl-2H-1,2,3-triazol-4-yl)amino]pyrimidin-4-yl}-1-methyl-3-oxo-2,3-dihydro-1H-isoindol-2-yl]-N-[(1S)-1-(3-fluoro-5-methoxyphenyl)-2-hydroxyethyl]acetamide